6-(5,6-dichloro-2,3-dihydrobenzofuran-2-yl)picolinonitrile ClC=1C(=CC2=C(CC(O2)C2=CC=CC(=N2)C#N)C1)Cl